(R)-N-{1'-[4-cyano-5-(2,3-dichlorophenyl)-6-methylpyrimidin-2-yl]-1,3-dihydrospiro[indene-2,4'-piperidin]-3-ylidene}-2-methylpropane-2-sulfinamide C(#N)C1=NC(=NC(=C1C1=C(C(=CC=C1)Cl)Cl)C)N1CCC2(CC1)CC1=CC=CC=C1C2=N[S@](=O)C(C)(C)C